C(CCC)NC(=O)N1CCCCC1 (butylcarbamoyl)piperidin